C(=O)(O)CCCCCCCN(C1CCC(CC1)C(=O)[O-])C(=O)N1CCN(CCC1)C (1r,4r)-4-[(7-carboxyheptyl)(4-methyl-1,4-diazepane-1-carbonyl)amino]cyclohexane-1-carboxylate